C(C)C1(CS(C1)(=O)=O)O 3-ethyl-1,1-dioxo-thietan-3-ol